C(CCCCCCCCC)C1=CC=C(C=C1)C1=NOC(=N1)[C@H]1C[C@H](CCC1)NC(OC(C)(C)C)=O |r| tert-butyl ((±)-cis-3-(3-(4-decylphenyl)-1,2,4-oxadiazol-5-yl)cyclohexyl)carbamate